FC1=CC2=C(N=CS2)C=C1NC1=C2C(=NC=C1F)SC(=C2)[C@@H]2[C@H](NCCC2)C 6-Fluoro-N-(5-fluoro-2-((2R,3S)-2-methylpiperidin-3-yl)thieno[2,3-b]pyridin-4-yl)benzo[d]thiazol-5-amine